C(C)(C)(C)OC(=O)N(C=1N=CC2=C(N1)C(=CS2)B(O)O)C(=O)OC(C)(C)C [2-[bis(tert-butoxycarbonyl)amino]thieno[3,2-d]pyrimidin-7-yl]boronic acid